(R)-2-(2,6-dichlorophenyl)-5-((5-(3-fluoropyrrolidine-1-carbonyl)pyridin-2-yl)amino)-2H-1,2,3-triazole-4-carboxamide ClC1=C(C(=CC=C1)Cl)N1N=C(C(=N1)C(=O)N)NC1=NC=C(C=C1)C(=O)N1C[C@@H](CC1)F